C[C@]12CCCC([C@@H]1CC[C@@]([C@@H]2CCO)(C)O)(C)C 8α,12-dihydroxy-13,14,15,16-tetranorlabdane